CC1[N@@](C1)C(=O)OCC1=CC=CC=C1 Benzyl (R)-2-methylaziridine-1-carboxylate